6-chloro-N-[5-(2,2-difluoroethoxy)-4,6-dimethoxy-pyrimidin-2-yl]-5-fluoro-7-(triazol-2-yl)-1H-indole-3-sulfonamide ClC1=C(C=C2C(=CNC2=C1N1N=CC=N1)S(=O)(=O)NC1=NC(=C(C(=N1)OC)OCC(F)F)OC)F